OC1=NC(=NC2=C3C(=C(C=C12)C1=CCN(CC1)C(C)=O)CCO3)C 1-(4-(4-Hydroxy-2-methyl-7,8-dihydrofuro[3,2-H]quinazolin-6-yl)-5,6-dihydropyridin-1(2H)-yl)ethanone